CC(=C)C(C)(C)C 2,3,3-Trimethyl-1-buten